CNC(C[C@H](CC(C)C)NC1=NC(=NC2=CC(=CC=C12)C(F)(F)F)N1CC2(CN(C2)C(C=C)=O)CC1)=O (3S)-N,5-dimethyl-3-((2-(2-(2-propenoyl)-2,6-diazaspiro[3.4]octan-6-yl)-7-(trifluoromethyl)-4-quinazolinyl)amino)hexanamide